O[C@@H]1[C@H](CC12CCN(CC2)S(=O)(=O)N)[C@H]2N1C(C3=CC=CC=C23)=CN=C1 (1R,2R)-1-Hydroxy-2-[(5R)-5H-imidazo[4,3-a]isoindol-5-yl]-7-azaspiro[3.5]nonan-7-sulfonamid